(4Z)-4-(1,3-benzothiazol-6-ylmethylene)-2-[[(1R)-1-(cyclopentylmethyl)-2-hydroxy-ethyl]amino]-1H-imidazol-5-one S1C=NC2=C1C=C(C=C2)\C=C\2/N=C(NC2=O)N[C@@H](CO)CC2CCCC2